6-(2,2-Difluoroethoxy)-5-(2-ethoxypyridin-4-yl)pyridin FC(COC1=C(C=CC=N1)C1=CC(=NC=C1)OCC)F